OC=1C=C(C(=O)NCC2=CC(=NO2)[C@]2([C@@H](N3C(C[C@H]3S2(=O)=O)=O)C(=O)O)C)C=CC1O (2S,3R,5R)-3-(5-((3,4-dihydroxybenzoylamino)methyl)isoxazol-3-yl)-3-methyl-7-oxo-4-thia-1-azabicyclo[3.2.0]heptane-2-carboxylic acid 4,4-dioxide